FC(C=1C=C(C=CC1C(F)(F)F)NC(NCCN(CCCCCCCCCC(=O)O)C)=O)(F)F 10-((2-(3-(3,4-bis(trifluoromethyl)phenyl)ureido)ethyl)(methyl)amino)decanoic acid